(R)-2-methyl-5-((1-methylpyrrolidin-2-yl)methoxy)benzoic acid CC1=C(C(=O)O)C=C(C=C1)OC[C@@H]1N(CCC1)C